N1C=C(C2=CC=CC=C12)CC1CCCC(N1)=O 6-((1H-indol-3-yl)methyl)piperidin-2-one